3-(3-amino-propyl)-phenol NCCCC=1C=C(C=CC1)O